methyl N-[2-(2-methoxyethoxy) ethyl]-N-methylcarbamate COCCOCCN(C(OC)=O)C